OCC1CCC(CC1)NC=1C2=C(N=CN1)NC=C2C(C2=CC=C(C=C2)F)=O 4-((1S,4S)-4-(hydroxymethyl)cyclohexylamino)-5-(4-fluorobenzoyl)-7H-pyrrolo[2,3-d]pyrimidine